2-(furan-2-yl)-5-methoxypyrimidin O1C(=CC=C1)C1=NC=C(C=N1)OC